C(C1=CC=CC=C1)OC(=O)N1CCC(=C[C@H]1C1=CC=C(C=C1)C(=O)OC)C1=NC(=CC=C1)C (S)-6'-(4-(methoxycarbonyl)phenyl)-6-methyl-3',6'-dihydro-[2,4'-bipyridine]-1'(2'H)-carboxylic acid benzyl ester